C(C)(C)(C)OC(=O)N1C2(CC2)CN(CC1)C1=NC=C(C=C1)C=1C=2N(C=C(C1)OCC(C)(C)O)N=CC2C#N 7-(5-(3-cyano-6-(2-hydroxy-2-methylpropyloxy)pyrazolo[1,5-a]pyridin-4-yl)pyridin-2-yl)-4,7-diazaspiro[2.5]octane-4-carboxylic acid tert-butyl ester